C(=O)(OC(C)(C)C)[C@@](N)(CCCC(N)C(=O)OCC1=CC=CC=C1)C(=O)O α-Boc-ε-Cbz-D-lysine